α,α-diethylacetophenone C(C)C(C(=O)C1=CC=CC=C1)CC